D-Alloisoleucin N[C@H]([C@@H](C)CC)C(=O)O